magnesium aluminum silicate [Si]([O-])([O-])([O-])[O-].[Al+3].[Mg+2]